triazolic acid N1N=NC(=C1)C(=O)O